C1(=CC=CC=C1)N1CN(CN(C1)C1=CC=CC=C1)C1=CC=CC=C1 1,3,5-Triphenylhexahydro-1,3,5-triazine